4-(5-(pyrrolidin-2-yl)-1H-pyrazol-1-yl)piperidine N1C(CCC1)C1=CC=NN1C1CCNCC1